(E)-N-hydroxy-3-(2-methoxy-5-((Z)-3,4,5-trimethoxystyryl)phenyl)acrylamide ONC(\C=C\C1=C(C=CC(=C1)\C=C/C1=CC(=C(C(=C1)OC)OC)OC)OC)=O